1-hydroxy-6,6,9-trimethyl-3-pentyl-N-(pyrimidin-5-ylmethyl)-6H-benzo[c]chromene-2-carboxamide OC1=C2C3=C(C(OC2=CC(=C1C(=O)NCC=1C=NC=NC1)CCCCC)(C)C)C=CC(=C3)C